N-(3-(dimethyl-amino)phenyl)-7-isobutyramido-heptanamide CN(C=1C=C(C=CC1)NC(CCCCCCNC(C(C)C)=O)=O)C